C(C)(C)(C)OC(=O)N1[C@@H](CN(CC1)C=1C=NC(=CC1)N)C.CC1=NC=CC(=C1)C=O (2-methyl-4-pyridinyl)methanone tert-butyl-(R)-4-(6-aminopyridin-3-yl)-2-methylpiperazine-1-carboxylate